8-bromo-3-(5-(difluoromethyl)-1,3,4-thiadiazol-2-yl)-N-(3-methyloxetane-3-yl)-N-((2-(trimethylsilyl)ethoxy)methyl)imidazo[1,2-a]pyridine-6-sulfonamide BrC=1C=2N(C=C(C1)S(=O)(=O)N(COCC[Si](C)(C)C)C1(COC1)C)C(=CN2)C=2SC(=NN2)C(F)F